N4-(1'-(methylsulfonyl)spiro[cyclopropane-1,2'-indolin]-7'-yl)pyrimidine-2,4-diamine CS(=O)(=O)N1C2(CC3=CC=CC(=C13)NC1=NC(=NC=C1)N)CC2